NC1=C(C(=NN1)C1=CC(=C(C=C1)Br)F)C#N 5-amino-3-(4-bromo-3-fluoro-phenyl)-1H-pyrazole-4-carbonitrile